FC1(CCN(CC1)C=1C=C(C=C(C1)C)NC1=NC=NC2=CC(=CC(=C12)N1CCC2(CC2)CC1)N1S(CCC1)(=O)=O)F 2-(4-((3-(4,4-difluoropiperidin-1-yl)-5-methylphenyl)amino)-5-(6-azaspiro[2.5]oct-6-yl)quinazolin-7-yl)isothiazolidine 1,1-dioxide